C(CC)[C@@H]1CC(OC1)=O (R)-4-propyldihydrofuran-2(3H)-one